N1(CCCCCC1)C(SCC1=CC=C(C=C1)N)=O S-(p-aminobenzyl) hexahydroazepine-1-carbothioate